B(O)(O)C=1C=C(C(=O)NCC(CN(CC(=O)O)C(C2=CC(=CC(=C2)F)B(O)O)=O)(C)C)C=C(C1)F N-(3-(3-borono-5-fluorobenzamido)-2,2-dimethylpropyl)-N-(3-borono-5-fluorobenzoyl)glycine